CC1=C(C=CC=C1C1=NN=C(O1)C=1C=C(CN2[C@@H](CCC2)C(=O)O)C=CC1)C1=CC=CC=C1 (3-(5-(2-Methyl-[1,1'-biphenyl]-3-yl)-1,3,4-oxadiazol-2-yl)benzyl)-L-proline